(1S,4S)-N1-(2,7-bis(trifluoromethyl)imidazo[1,2-a]pyridin-5-yl)cyclohexane-1,4-diamine hydrochloride Cl.FC(C=1N=C2N(C(=CC(=C2)C(F)(F)F)NC2CCC(CC2)N)C1)(F)F